(3S,6S)-6-(5-amino-2,3-difluorophenyl)-3-fluoro-3-(fluoromethyl)-6-methylpiperidine-2-thione NC=1C=C(C(=C(C1)[C@@]1(CC[C@@](C(N1)=S)(CF)F)C)F)F